[2H3]-hexanoyl-l-carnitine HCL Cl.C(CCCCC([2H])([2H])[2H])(=O)[C@](O)(C[N+](C)(C)C)CC([O-])=O